BrC1=C2C(C(C=3C=CC=C(C=C1)C32)=O)=O 3-bromo-1,2-acenaphthylenedione